F\C=C(\C)/C1OC2=CC=C(C=C2CC1)F (Z)-3-fluoro-2-(6-fluorochroman-2-yl)prop-2-en